azoisobutyric acid CC(C)(C(=O)O)N=NC(C)(C)C(=O)O